[Na].COC=1C=C(C=CC1/N=N/C=1C(=C2C(=C(C=C(C2=CC1)S(=O)(=O)O)S(=O)(=O)O)N)O)C1=CC(=C(C=C1)/N=N/C=1C(=C2C(=C(C=C(C2=CC1)S(=O)(=O)O)S(=O)(=O)O)N)O)OC 6,6'-((1E,1'E)-(3,3'-dimethoxy-[1,1'-biphenyl]-4,4'-diyl)bis(diazene-2,1-diyl))bis(4-amino-5-hydroxynaphthalene-1,3-disulfonic acid) sodium